CNC(=O)C1=NC=C(C=N1)N1CC(N(CC1)CC=1C=NC=2C(=C(C(NC2C1)=O)C(F)(F)F)C)C N-methyl-5-(3-methyl-4-((8-methyl-6-oxo-7-(trifluoromethyl)-5,6-dihydro-1,5-naphthyridin-3-yl)methyl)piperazin-1-yl)pyrimidine-2-carboxamide